1,4-dibutyl succinate C(CCC(=O)OCCCC)(=O)OCCCC